C(C)(C)(C)C1=CC(=CC=2N1N=C(N2)N(C(O)=O)C(=O)OC(C)(C)C)C2=NC(=CC=C2)Cl.BrCC=2C(=NOC2C2CC2)C2=C(C=CC=C2Cl)Cl (bromomethyl)-5-cyclopropyl-3-(2,6-dichlorophenyl)isoxazole tert-butyl-(tert-butoxycarbonyl)(7-(6-chloropyridin-2-yl)-[1,2,4]triazolo[1,5-a]pyridin-2-yl)carbamate